C1(=CC=CC=C1)C=1N=C(SC1)NS(=O)(=O)C1=CC=C(C=C1)C(F)(F)F N-(4-phenylthiazol-2-yl)-4-trifluoromethylbenzenesulfonamide